C[Si]1(C#C[C@@H](CCC1)NC(=O)C1=CC=2C(=NC(=CC2)OC)N1)C (R)-N-(1,1-dimethylsilacycloheptyn-4-yl)-6-methoxy-1H-pyrrolo[2,3-b]pyridine-2-carboxamide